3-((3-(2,2,5,5-Tetramethyl-1,3-dioxane-4-carboxamido)propanoyl)oxy)propane-1,2-diyl dioleate C(CCCCCCC\C=C/CCCCCCCC)(=O)OCC(COC(CCNC(=O)C1OC(OCC1(C)C)(C)C)=O)OC(CCCCCCC\C=C/CCCCCCCC)=O